sulfoether S(=O)(=O)(O)OS(=O)(=O)O